C1(=CC=CC=C1)C=1N=NC=C(C1C(=O)OC)C1=CC=CC=C1 methyl 3,5-Diphenylpyridazine-4-carboxylate